CC1=NOC(=C1C1=CC(=C(C=N1)NC1CCC(CC1)OC)[N+](=O)[O-])C 6-(3,5-dimethylisoxazol-4-yl)-N-((1r,4r)-4-methoxycyclohexyl)-4-nitropyridin-3-amine